5-[(5-Nitro-2-thiazolyl)thio]-1,3,4-thiadiazol-2-amine [N+](=O)([O-])C1=CN=C(S1)SC1=NN=C(S1)N